COC(=O)C1=CC=C2C(=N1)NC=C2Br.OC=2C(=CC(=C1C=CC=NC21)[N+](=O)[O-])C(NC(CCCC)=O)C2=CC=C(C=C2)C=2C=NC=CC2 N-{(8-hydroxy-5-nitroquinolin-7-yl)[4-(pyridin-3-yl)phenyl]methyl}pentanamide methyl-3-bromo-1H-pyrrolo[2,3-b]pyridine-6-carboxylate